BrC=1C(=NC(=CC1)Cl)C1(COCC1)C(=O)N 3-(3-bromo-6-chloropyridin-2-yl)tetrahydrofuran-3-carboxamide